C1(CC1)C=1C=C(C=CC1)[C@H](CC(=O)OC)NC(=O)[C@H]1CN(CCC1)CCCC1=CC=C2CCCN(C2=N1)C(=O)OC(C)(C)C tert-Butyl 7-(3-((R)-3-(((S)-1-(3-Cyclopropylphenyl)-3-Methoxy-3-Oxopropyl)Carbamoyl)Piperidin-1-Yl)Propyl)-3,4-Dihydro-1,8-Naphthyridine-1(2H)-Carboxylate